C(#N)C=1C=C(C2=C(C(=CC=C2C1)F)C#C)C1=C(C=2N=C(N=C(C2C=N1)N1CC(CCCC1)NC(C=C)=O)OC[C@]1(N(C[C@@H](C1)F)C)C)F N-(1-(7-(3-cyano-8-ethynyl-7-fluoronaphthalen-1-yl)-8-fluoro-2-(((2S,4R)-4-fluoro-1,2-dimethylpyrrolidin-2-yl)methoxy)pyrido[4,3-d]pyrimidin-4-yl)azepan-3-yl)acryl-amide